CN(CCNCC=1N=C(SC1C1=CC=C(C=C1)OC(C)C)N)C dimethyl-N'-(2-amino-5-(4-isopropoxyphenyl)thiazol-4-yl-methyl)ethylenediamine